C1(CC1)C1=NC(=CC=C1O[C@@H]1C[C@H](CCC1)C(=O)O)C=1N=NN(C1CN1N=NC(=C1)CC1CC1)C (1S,3S)-3-((2-cyclopropyl-6-(5-((4-(cyclopropylmethyl)-1H-1,2,3-triazol-1-yl)methyl)-1-methyl-1H-1,2,3-triazol-4-yl)pyridin-3-yl)oxy)Cyclohexane-1-carboxylic acid